FC(OC=1C=C(C=CC1)B(O)O)(F)F [3-(trifluoromethoxy)phenyl]boronic acid